methyl 3-(butylamino)-5-[[(1-methyl-4-piperidyl)methylamino]sulfonimidoyl]-4-phenoxy-benzoate C(CCC)NC=1C=C(C(=O)OC)C=C(C1OC1=CC=CC=C1)S(=O)(=N)NCC1CCN(CC1)C